FC=1C=CC2=C(NC(=N2)N2C=NC3=C2C=CC(=C3)C(F)(F)F)C1 6'-fluoro-5-(trifluoromethyl)-1'H-1,2'-bibenzo[d]imidazole